4-[1-(4-iodopyrazol-1-yl)ethyl]piperidine-1-carboxylic acid tert-butyl ester C(C)(C)(C)OC(=O)N1CCC(CC1)C(C)N1N=CC(=C1)I